BrC=1C(=C(NC1C1=C2C(=NC=C1)NC=C2)C2=C(C=C(C=C2)C)F)C(=O)N 4-bromo-2-(2-fluoro-4-methylphenyl)-5-(1H-pyrrolo[2,3-b]pyridin-4-yl)-1H-pyrrole-3-carboxamide